NC1=CC=C(C(=N1)C)CNC([C@H](C)NC(=O)[C@@H]1N(C[C@H](C1)C1=CC=CC=C1)C(=O)OC(C)(C)C)=O tert-butyl (2R,4R)-2-(((S)-1-(((6-amino-2-methylpyridin-3-yl)methyl)amino)-1-oxopropan-2-yl)carbamoyl)-4-phenylpyrrolidine-1-carboxylate